1-((6-(methylamino)pyrimidin-4-yl)methyl)-4-(1-(4-(trifluoromethyl)phenyl)-1H-pyrazolo[3,4-b]pyridin-3-yl)pyridin-2(1H)-one CNC1=CC(=NC=N1)CN1C(C=C(C=C1)C1=NN(C2=NC=CC=C21)C2=CC=C(C=C2)C(F)(F)F)=O